5-(4-(Methoxy-d3)phenyl)-2H-1,2,3-triazole-4-carbaldehyde C(OC1=CC=C(C=C1)C=1C(=NNN1)C=O)([2H])([2H])[2H]